[NH4+].C(C(=O)O)(=O)O.C(C(=O)O)(=O)O Di(oxalic acid) ammonium